6-azido-6-deoxy-glucono-1,4-lactone N(=[N+]=[N-])C[C@H]([C@@H]1[C@@H]([C@H](C(=O)O1)O)O)O